FC1=CC=C(CN2N=C(C=3CN(CC(C32)C)C(=O)C=3NC=CC3)C(=O)NC3CNCC3)C=C1 1-(4-Fluorobenzyl)-7-methyl-5-(1H-pyrrole-2-carbonyl)-N-(pyrrolidin-3-yl)-4,5,6,7-tetrahydro-1H-pyrazolo[4,3-c]pyridine-3-carboxamide